5-[1-methyl-3-[(1S)-1-[6-(2,2,2-trifluoroethoxy)pyrimidin-4-yl]ethoxy]pyrazolo[3,4-c]pyridazin-5-yl]-1H-pyrimidine-2,4-dione CN1N=C(C=2C1=NN=C(C2)C=2C(NC(NC2)=O)=O)O[C@@H](C)C2=NC=NC(=C2)OCC(F)(F)F